C1(=CC=CC=C1)[C@@H]1[C@H](C1)NC(=O)[C@@H]1CN(C[C@H]1C(N[C@@H]1[C@H](C1)C1=CC=CC=C1)=O)C(=O)C1=CC=C(C=C1)NC(OC[C@@H](C(=O)NCCCCCC)NC(CCCCCCCCC)=O)=O (S)-2-decanamido-3-(hexylamino)-3-oxopropyl (4-((3S,4S)-3,4-bis(((1S,2R)-2-phenylcyclopropyl)carbamoyl)pyrrolidine-1-carbonyl)phenyl)carbamate